COC1=NC=CC(=C1)C1=NN(C2=CC(=C(C=C12)C=1C[C@@H]2[C@@H](CN(C2)C(=O)OC(C)(C)C)C1)C)C(C1=CC=CC=C1)(C1=CC=CC=C1)C1=CC=CC=C1 |r| rac-tert-Butyl (3aR,6aS)-5-(3-(2-methoxypyridin-4-yl)-6-methyl-1-trityl-1H-indazol-5-yl)-3,3a,4,6a-tetrahydrocyclopenta[c]pyrrole-2(1H)-carboxylate